3-((chloro(diisopropylamino)phosphono)oxy)propionitrile ClOP(=O)(ON(C(C)C)C(C)C)OCCC#N